ClC=1C=C(C=NC1N1N=CC=N1)NC(=O)N1C[C@](C=2C=3N(N=CC21)C=C(N3)C)(C(F)(F)F)C (S)-N-(5-chloro-6-(2H-1,2,3-triazol-2-yl)pyridin-3-yl)-2,9-dimethyl-9-(trifluoromethyl)-8,9-dihydro-7H-imidazo[1,2-b]pyrrolo[3,2-d]pyridazine-7-carboxamide